N-((1s,4s)-4-((7-morpholino-1,6-naphthyridin-5-yl)oxy)cyclohexyl)isonicotinamide O1CCN(CC1)C1=NC(=C2C=CC=NC2=C1)OC1CCC(CC1)NC(C1=CC=NC=C1)=O